C(C1=CC=CC=C1)OC1CCC(CC1)C(C)(C)NC[C@H](O)C1=CC(=CC=C1)F (R)-2-((2-((1r,4R)-4-(Benzyloxy)cyclohexyl)propan-2-yl)amino)-1-(3-fluoro-phenyl)ethan-1-ol